1-(2-Methoxyethyl)-2-methyl-5-nitro-1H-imidazole COCCN1C(=NC=C1[N+](=O)[O-])C